(S)-1-(4-((4-((2-fluoro-4-((2-(3-(trifluoromethyl)piperidin-1-yl)pyridin-4-yl)oxy)phenyl)amino)-7-methoxyquinazolin-6-yl)amino)piperidin-1-yl)prop-2-en-1-one FC1=C(C=CC(=C1)OC1=CC(=NC=C1)N1C[C@H](CCC1)C(F)(F)F)NC1=NC=NC2=CC(=C(C=C12)NC1CCN(CC1)C(C=C)=O)OC